CC1(OB(OC1C)C=1C=C2C=C(C=NC2=CC1)CCCCC=1C=C(C=NC1)CO)C (5-(4-(6-(4,4,5-trimethyl-1,3,2-dioxaborolan-2-yl)quinolin-3-yl)butyl)pyridine-3-yl)methanol